F[B-](F)(F)F.CN1C=NC2=C1C=CC=C2 3-methylbenzimidazole tetrafluoroborate